2,3-dihydrobenzo[d]thiazole-6-carboxylate S1CNC2=C1C=C(C=C2)C(=O)[O-]